C(C)(C)(C)[SiH2]O[SiH2]C(C)(C)C 1,3-di-tert-butyldisiloxane